4-(1-isopropyl-4-methyl-1H-pyrazol-5-yl)-2,6,7,8-tetrahydropyrazolo[3,4,5-de]quinoline C(C)(C)N1N=CC(=C1C=1N=C2CCCC=3C2=C(C1)NN3)C